Diethynyl-Phosphinate C(#C)P([O-])(=O)C#C